(S)-1-(3-(3-(4-((3-chlorophenyl)thio)phenyl)-1H-pyrazolo[4,3-c]pyridin-1-yl)pyrrolidin-1-yl)prop-2-en-1-one ClC=1C=C(C=CC1)SC1=CC=C(C=C1)C1=NN(C2=C1C=NC=C2)[C@@H]2CN(CC2)C(C=C)=O